2-(4-chloro-3-fluorophenoxy)-N-{3-[5-(3,4-dimethylphenoxy)-1,3,4-oxadiazol-2-yl]bicyclo[1.1.1]pentan-1-yl}acetamide ClC1=C(C=C(OCC(=O)NC23CC(C2)(C3)C=3OC(=NN3)OC3=CC(=C(C=C3)C)C)C=C1)F